(R)-N-(1-(7,8-difluoro-1-oxo-1,2-dihydroisoquinolin-4-yl)ethyl)-N-methylindolizine-2-carboxamide FC1=CC=C2C(=CNC(C2=C1F)=O)[C@@H](C)N(C(=O)C=1C=C2C=CC=CN2C1)C